N(=[N+]=[N-])[C@H]1C(O[C@@H]([C@H](C1)OCC1=CC=CC=C1)CN=[N+]=[N-])O[C@@H]1[C@H]([C@@H]([C@H]([C@@H]([C@H]1O)O)NC(=O)OCC1=CC=CC=C1)O)NC(OCC1=CC=CC=C1)=O Benzyl N-[(1S,2R,3R,4S,5R,6R)-2-[(3R,5S,6R)-3-azido-6-(azidomethyl)-5-benzyloxy-tetrahydropyran-2-yl]oxy-5-(benzyloxycarbonylamino)-3,4,6-trihydroxy-cyclohexyl]carbamate